FC(C(=O)O)(F)F.FC=1C=C(C#N)C=CC1COC1=C(C=CC(=C1)NC1CCNCC1)F 3-fluoro-4-((2-fluoro-5-(piperidin-4-ylamino)phenoxy)methyl)benzonitrile trifluoroacetic acid salt